N1C=C(C2=CC=CC=C12)C(=O)NN 1H-indole-3-carbohydrazide